ClC=1C=C(C=C(C1OC1=CN(C(C(=C1)C1CC1)=O)C(C)C)Cl)N1N=C(C(NC1=O)=O)C#N 2-(3,5-dichloro-4-((5-cyclopropyl-1-isopropyl-6-oxo-1,6-dihydropyridin-3-yl)oxy)phenyl)-3,5-dioxo-2,3,4,5-tetrahydro-1,2,4-triazine-6-carbonitrile